C(C)(C)(C)OC(=O)N[C@H](C(=O)OCC)CCC(C=S(=O)(C)C)=O ethyl (S)-2-((tert-butoxycarbonyl)amino)-6-(dimethyl(oxo)-λ6-sulfaneylidene)-5-oxohexanoate